IC1=CN=CC(=N1)N1CCC(CC1)C(=O)OCC ethyl 1-(6-iodopyrazin-2-yl)piperidine-4-carboxylate